1,5-Diethyl (2S)-2-[(5-amino-3-methylpyridin-2-yl)formamido]pentanedioate NC=1C=C(C(=NC1)C(=O)N[C@H](C(=O)OCC)CCC(=O)OCC)C